C(C=C)(=O)N1C(CN(CC1)C1=C(C(N(C2=NC(=C(C=C12)F)C1=C(C(=CC(=C1O)Cl)Cl)F)C=1C(=NC=CC1C)C(C)C)=O)C#N)CC#N 4-(4-propenoyl-3-(cyanomethyl)piperazin-1-yl)-7-(3,5-dichloro-2-fluoro-6-hydroxyphenyl)-6-fluoro-1-(2-isopropyl-4-methylpyridin-3-yl)-2-oxo-1,2-dihydro-1,8-naphthyridine-3-carbonitrile